Cl.C(C)OC=1C(=CC=2C(N1)=NN(C2)C)C(=O)NC2=NC=C(N=C2)N2CCNCC2 6-ethoxy-2-methyl-N-(5-(piperazin-1-yl)pyrazin-2-yl)-2H-pyrazolo[3,4-b]pyridine-5-carboxamide hydrochloride